C(C)(=O)N1CCN(CC1)C=1C=CC(=NC1)NC([C@H](C1=CC(=CC=C1)F)NCC(C)C1=CC=C(C=C1)C#N)=O (S)-N-(5-(4-acetylpiperazin-1-yl)pyridin-2-yl)-2-((2-(4-cyanophenyl)propyl)amino)-2-(3-fluorophenyl)acetamide